1,1,1-trifluoro-4-(2-thienyl)-2,4-butandiol FC(C(CC(O)C=1SC=CC1)O)(F)F